(6-((2-((2-methoxy-5-(1-methyl-1H-pyrazol-4-yl)-4-((3S,5R)-3,4,5-trimethylpiperazin-1-yl)phenyl)amino)-7H-pyrrolo[2,3-d]pyrimidin-4-yl)amino)quinoxalin-5-yl)dimethylphosphine oxide COC1=C(C=C(C(=C1)N1C[C@@H](N([C@@H](C1)C)C)C)C=1C=NN(C1)C)NC=1N=C(C2=C(N1)NC=C2)NC=2C(=C1N=CC=NC1=CC2)P(C)(C)=O